6-methyltetrahydropyrrolo[1,2-c]oxazol-5(3H)-one CC1CC2N(COC2)C1=O